N,N-dimethyl-(methyl)-4-iodoaniline CN(C1=C(C=C(C=C1)I)C)C